C(C)(C)(C)C1=CN=CC2=CC=CC=C12 4-(tert-butyl)isoquinoline